(4-chloroquinolin-7-yl)(4,4-difluoropiperidine-1-yl)methanone ClC1=CC=NC2=CC(=CC=C12)C(=O)N1CCC(CC1)(F)F